N-[5-[7,7-difluoro-2-[(2S,3R)-3-hydroxy-2-methyl-azetidin-1-yl]-5,6-dihydrocyclopenta[d]pyrimidin-4-yl]-1-methyl-indan-1-yl]methanesulfonamide FC1(CCC2=C1N=C(N=C2C=2C=C1CCC(C1=CC2)(C)NS(=O)(=O)C)N2[C@H]([C@@H](C2)O)C)F